COC=1C=C2C=CC(=CC2=CC1)C1=NNC(=C1)C=1C=C2CN(C(C2=CC1)=O)C1C(NC(CC1)=O)=O 3-(5-(3-(6-methoxynaphthalen-2-yl)-1H-pyrazol-5-yl)-1-oxoisoindolin-2-yl)piperidine-2,6-dione